3-iodo-1-(4-methylpentan-2-yl)-1H-pyrazolo[3,4-d]pyrimidine-4,6-diamine oxalate C(C(=O)O)(=O)O.IC1=NN(C2=NC(=NC(=C21)N)N)C(C)CC(C)C